C(C=C)OCCC1=C(C=CC=C1)NC1=CC=C(C=2C(C3=CC=CC=C3C(C12)=O)=O)O 1-(allyloxyethylphenyl)amino-4-hydroxy-9,10-anthraquinone